ClC=1C=NC(=C(C(=O)NC2CCC(CC2)CN2C(N(C3=C2C=CC=C3)C=3C=NC=C(C3)OC)=O)C1)C(F)F 5-chloro-2-(difluoromethyl)-N-((1r,4r)-4-((3-(5-methoxypyridin-3-yl)-2-oxo-2,3-dihydro-1H-benzo[d]imidazol-1-yl)methyl)cyclohexyl)nicotinamide